(4-((4-(2-(4-chlorophenyl)-1-oxopropan-2-yl)-1H-imidazol-2-yl)carbamoyl)-3,5-difluorophenyl)piperazine-1-carboxylic acid tert-butyl ester C(C)(C)(C)OC(=O)N1C(CNCC1)C1=CC(=C(C(=C1)F)C(NC=1NC=C(N1)C(C=O)(C)C1=CC=C(C=C1)Cl)=O)F